8-({4-[1-cyclopropyl-4-(trifluoromethyl)imidazol-2-yl]phenyl}methyl)-2-(4-cyclopropyl-6-methoxypyrimidin-5-yl)-6-[1-(1-methylpiperidin-4-yl)pyrazol-4-yl]pyrido[2,3-d]pyrimidin-7-one C1(CC1)N1C(=NC(=C1)C(F)(F)F)C1=CC=C(C=C1)CN1C(C(=CC2=C1N=C(N=C2)C=2C(=NC=NC2OC)C2CC2)C=2C=NN(C2)C2CCN(CC2)C)=O